N-(4-(1-(2-(((2H-TETRAZOL-5-YL)METHYL)AMINO)-2-OXOACETYL)PIPERIDIN-4-YL)PHENYL)-5-FLUOROISOINDOLINE-2-CARBOXAMIDE N=1NN=NC1CNC(C(=O)N1CCC(CC1)C1=CC=C(C=C1)NC(=O)N1CC2=CC=C(C=C2C1)F)=O